(S)-7-methyl-3-((tetrahydrofuran-3-yl)oxy)pyrimido[4,5-c]pyridazin-5-ol CC1=NC(=C2C(N=NC(=C2)O[C@@H]2COCC2)=N1)O